ClCCCNC(=O)NC1=CC=C(C=C1)CO 1-(3-chloropropyl)-3-(4-(hydroxymethyl)phenyl)urea